1-(2-chloro-3-(6-methoxypyridin-3-yl)-7-methylquinolin-5-yl)ethan-1-one ClC1=NC2=CC(=CC(=C2C=C1C=1C=NC(=CC1)OC)C(C)=O)C